C(#N)CCP(OCCOCCOCC)([O-])N(C(C)C)C(C)C diethylene glycol ethyl ether (2-cyanoethyl)-(N,N-diisopropyl)-phosphoramidite